glucosamin OC1[C@H](N)[C@@H](O)[C@H](O)[C@H](O1)CO